7-bromo-4-(2,2-difluoroethyl)-6-methoxy-2H-benzo[b][1,4]oxazine-3(4H)-one BrC=1C(=CC2=C(OCC(N2CC(F)F)=O)C1)OC